(R)-1-(2,5-difluoropyridin-3-yl)ethyl (4-(5-(6-chloronicotinamido)pyrimidin-2-yl)-1-methyl-1H-1,2,3-triazol-5-yl)carbamate ClC1=NC=C(C(=O)NC=2C=NC(=NC2)C=2N=NN(C2NC(O[C@H](C)C=2C(=NC=C(C2)F)F)=O)C)C=C1